4-chloro-N-{2-[(4-chlorophenyl)methyl]-4-(hydroxymethyl)-3-oxo-1,2,4-thiadiazolidin-5-ylidene}benzamide ClC1=CC=C(C(=O)N=C2N(C(N(S2)CC2=CC=C(C=C2)Cl)=O)CO)C=C1